5-Chloro-2-((4-hydroxypyrimidine-5-carboxamido)methyl)benzofuran-7-carboxylic acid ClC=1C=C(C2=C(C=C(O2)CNC(=O)C=2C(=NC=NC2)O)C1)C(=O)O